CC(=C)CCO The molecule is a primary alcohol having the structure of isopentyl alcohol but with a double bond between C-3 and one of the C-4 atoms. It has a role as a metabolite. It is a primary alcohol and a homoallylic alcohol.